The molecule is an organophosphate oxoanion arising from deprotonation of the phosphate OH groups of aldehydo-D-ribose 5-phosphate; major species at pH 7.3. It has a role as a fundamental metabolite. It is a conjugate base of an aldehydo-D-ribose 5-phosphate. C([C@H]([C@H]([C@H](C=O)O)O)O)OP(=O)([O-])[O-]